FC([C@@H](CNC(=O)C1=NC(=C(C=C1N)C(F)(F)F)C1=C(C=C(C=C1)Cl)C)O)(F)F 3-Amino-6-(4-chloro-2-methyl-phenyl)-5-trifluoromethyl-pyridine-2-carboxylic acid ((R)-3,3,3-trifluoro-2-hydroxy-propyl)-amide